3-(4-(4-(2,2,2-trifluoroacetyl)piperazin-1-yl)phenyl)prop-2-yne FC(C(=O)N1CCN(CC1)C1=CC=C(C=C1)C#CC)(F)F